C(C1=CC=CC=C1)OC1(OC(C(C(C1)OCC#C)NC(CO)=O)[C@@H]([C@@H](CNC(CC1=CC=C(C=C1)Cl)=O)O)O)C(=O)O 2-(benzyloxy)-6-((1R,2R)-3-(2-(4-chlorophenyl)acetamido)-1,2-dihydroxypropyl)-5-(2-hydroxyacetamido)-4-(prop-2-yn-1-yloxy)tetrahydro-2H-pyran-2-carboxylic acid